2-{6-[2-(azetidin-3-yl)ethyl]-7H-pyrrolo[2,3-c]pyridazin-3-yl}phenol N1CC(C1)CCC1=CC2=C(N=NC(=C2)C2=C(C=CC=C2)O)N1